FC1=NC=CC=C1C(C)OC(=O)NC=1C(=NOC1C1=CC=C(C=N1)NC(=O)[C@@H]1[C@H](CCCC1)C(=O)O)C (1S,2S)-2-((6-(4-(((1-(2-fluoropyridin-3-yl)ethoxy)carbonyl)amino)-3-methylisoxazol-5-yl)pyridin-3-yl)carbamoyl)cyclohexane-1-carboxylic acid